N-benzyl-N-(4-hydroxybutyl)-3-methyl-5-(1-methyl-6-oxo-1,6-dihydropyridin-3-yl)benzo[b]thiophene-2-carboxamide C(C1=CC=CC=C1)N(C(=O)C1=C(C2=C(S1)C=CC(=C2)C2=CN(C(C=C2)=O)C)C)CCCCO